CC(CCC(=C)CCCCC(CCCC)C)CCCC 2-(3-methylheptyl)-7-methyl-1-undecene